C(C)C1=CC=C(C=C1)C=1C=C2CCNC2=CC1 5-(4-ethylphenyl)indoline